8-methoxy-3-[2-(2,2,2-trifluoroethoxy)pyrimidin-5-yl]-2-(trifluoromethyl)-4H-[1,3]diazino[1,2-a]pyrimidin-4-one COC1=NC=2N(C(C(=C(N2)C(F)(F)F)C=2C=NC(=NC2)OCC(F)(F)F)=O)C=C1